O1CCN(CC1)C1CC2(NC3=C(NC2=O)C=NC2=C3C=CN2)CC1 3-morpholino-4',7'-dihydrospiro[cyclopentane-1,2'-pyrrolo[3',2':5,6]pyrido[3,4-b]pyrazine]-3'(1'H)-one